CN(S(=O)(=O)C1=CC(=C(C=C1)N1CCCC1)C1=CC=2C(=NC(=CC2)C)N1)C N,N-dimethyl-3-(6-methyl-1H-pyrrolo[2,3-b]pyridin-2-yl)-4-(pyrrolidin-1-yl)benzenesulfonamide